C(#N)C=1C=C(C=CC1)OC1=C(C=C2C(N(C(C2=C1)=O)C=1C(=C(C=CC1)C1=CC=CC=C1)C)=O)CNCC(=O)O ((6-((3-cyanophenyl)oxy)-2-(2-methyl-[1,1'-biphenyl]-3-yl)-1,3-dioxoisoIndolin-5-yl)methyl)glycine